(2'S,4S,7R)-2-chloro-1'-ethyl-2'-methyl-spiro[4,5-dihydrothieno[2,3-c]pyran-7,4'-piperidin]-4-ol ClC1=CC2=C(S1)[C@@]1(C[C@@H](N(CC1)CC)C)OC[C@H]2O